6-bromo-2,1-benzoxazole-3-carboxylic acid BrC1=CC=2C(=C(ON2)C(=O)O)C=C1